C(C)(=O)OC1=CC(C=NC1)=O 5-acetoxy-3-oxo-3,6-dihydropyridine